Cl.N=1C=NN2C1C=C(C=C2)CC2=C(C=C(C=C2)NC=2C1=C(N=CN2)C=NC(=N1)N1CCNCC1)C N-(4-([1,2,4]triazolo[1,5-a]pyridin-7-ylmethyl)-3-methylphenyl)-6-(piperazin-1-yl)pyrimido[5,4-d]pyrimidin-4-amine hydrochloride